nickel-copper sulfide [Cu]=S.[Ni]